N1=NC=C2N1C1=CC=CC=C1C(N2)=O 4H,5H-[1,2,3]triazolo[1,5-a]quinazolin-5-one